tert-butyl (2-(dimethylamino)ethyl)(5-((3-(1-methyl-6-(trifluoromethyl)-1H-benzo[d]imidazol-5-yl)phenyl)carbamoyl)-2-nitrophenyl)carbamate CN(CCN(C(OC(C)(C)C)=O)C1=C(C=CC(=C1)C(NC1=CC(=CC=C1)C1=CC2=C(N(C=N2)C)C=C1C(F)(F)F)=O)[N+](=O)[O-])C